(2S,3R)-2-amino-3-hydroxybutyric acid isopropyl ester hydrochloride Cl.C(C)(C)OC([C@H]([C@@H](C)O)N)=O